Tert-Butyl (3R,4R)-4-((7-((tert-butoxycarbonyl)(3-fluoro-5-methylphenyl)amino)-3-cyclobutylpyrazolo[1,5-a]pyrimidin-5-yl)aminomethyl)-3-hydroxypiperidine-1-carboxylate C(C)(C)(C)OC(=O)N(C1=CC(=NC=2N1N=CC2C2CCC2)NC[C@@H]2[C@H](CN(CC2)C(=O)OC(C)(C)C)O)C2=CC(=CC(=C2)C)F